(4R)-4-methyl-3-methylidenepyrrolidin-2-one C[C@@H]1C(C(NC1)=O)=C